methyl 12-(3-(1,2-dihydroxyethyl)pyrrolidin-1-yl)-12-oxododecanoate OC(CO)C1CN(CC1)C(CCCCCCCCCCC(=O)OC)=O